4-(7-Hydroxy-5,5-dimethyl-3-oxo-3,5-dihydrodibenzo[b,e]silin-10-yl)-3-(trifluoromethyl)benzaldehyde OC1=CC2=C(C(=C3C([Si]2(C)C)=CC(C=C3)=O)C3=C(C=C(C=O)C=C3)C(F)(F)F)C=C1